tridecyl-octyl-trimethyl-(ethoxysilane) C(CCCCCCCCCCCC)C([Si](OCC)(C)C)CCCCCCCC